C(C)OC(=O)[C@H]1N([C@@H]2C=C[C@H]1C2)[C@H](C)C2=CC=CC=C2 (1S,3S,4R)-2-((R)-1-phenylethyl)-2-azabicyclo[2.2.1]hept-5-ene-3-carboxylic acid ethyl ester